C(=CCCCCCCCCCC)C(O)(C[N+](C)(C)C)CC([O-])=O dodecenyl-carnitine